3-(3-[3-[1-(2,6-dioxopiperidin-3-yl)-3-methyl-2-oxo-2,3-dihydro-1H-1,3-benzodiazol-5-yl]propoxy]propoxy)propanal O=C1NC(CCC1N1C(N(C2=C1C=CC(=C2)CCCOCCCOCCC=O)C)=O)=O